1-phenyl-4-(2,6-dimethoxy-4-methylphenyl)-1H-1,2,3-triazole-2-d C1(=CC=CC=C1)N1N(NC(=C1)C1=C(C=C(C=C1OC)C)OC)[2H]